sodium N,N-dimethyl-dithiocarbamic acid sodium [Na].CN(C(S)=S)C.[Na]